C(C)OC(\C(=C(\C(C)C)/OC)\C#N)=O.FC(C)(F)C=1C=CC2=C(N=C(O2)C2=C3C=C(N=CC3=C(N=C2)NC)C2(CC2)C(=O)N)C1 (5-(5-(1,1-difluoroethyl)benzo[d]oxazol-2-yl)-8-(methylamino)-2,7-naphthyridin-3-yl)cyclopropanecarboxamide ethyl-(Z)-2-cyano-3-methoxy-4-methylpent-2-enoate